6-amino-9-(4-(((4-aminobutyl)amino)methyl)-2-methoxybenzyl)-2-butoxy-9H-purin-8-ol NC1=C2N=C(N(C2=NC(=N1)OCCCC)CC1=C(C=C(C=C1)CNCCCCN)OC)O